7-bromo-3-((1-methyl-1H-pyrazol-3-yl)amino)-4H-pyrido[1,2-a]Pyrimidin-4-one BrC=1C=CC=2N(C(C(=CN2)NC2=NN(C=C2)C)=O)C1